4-(cyclohexylamino)-N-methyl-3-(2-(piperidin-3-yl)-2H-tetrazol-5-yl)benzenesulfonamide C1(CCCCC1)NC1=C(C=C(C=C1)S(=O)(=O)NC)C=1N=NN(N1)C1CNCCC1